6-(2-aminopyrimidin-5-yl)-2-((2-methoxyethyl)sulfinyl)-4-(trifluoromethyl)thieno[2,3-b]pyridin-3-amine NC1=NC=C(C=N1)C1=CC(=C2C(=N1)SC(=C2N)S(=O)CCOC)C(F)(F)F